11-(1-bromoethyl)-3-fluoro-9-methyl-5,6-dihydro-7H-benzo[c]xanthen-7-one BrC(C)C=1C=2OC=3C4=C(CCC3C(C2C=C(C1)C)=O)C=C(C=C4)F